(R)-2-(2,2-diphenylacetamido)-N-hydroxy-4-methylpentanamide C1(=CC=CC=C1)C(C(=O)N[C@@H](C(=O)NO)CC(C)C)C1=CC=CC=C1